4-[5-(6-chloro-2-oxo-4-phenyl-1H-quinolin-3-yl)-3-[4-(2-ethylindazol-5-yl)phenyl]-3,4-dihydropyrazol-2-yl]-4-oxo-butanoic acid ClC=1C=C2C(=C(C(NC2=CC1)=O)C=1CC(N(N1)C(CCC(=O)O)=O)C1=CC=C(C=C1)C1=CC2=CN(N=C2C=C1)CC)C1=CC=CC=C1